perfluorophenyl 2-(4-(1H-indol-5-yl)phenyl)acetate N1C=CC2=CC(=CC=C12)C1=CC=C(C=C1)CC(=O)OC1=C(C(=C(C(=C1F)F)F)F)F